FURAN-3-YL-ACETIC ACID O1C=C(C=C1)CC(=O)O